C1=CC=CC=2C3=CC=CC=C3C(C12)COC(=O)N[C@@H](CC=1N=CN(C1)C(=O)OC(C)(C)C)C(O\C(\C)=C\C(C1=CC=CC=C1)=O)=O tert-butyl (S,E)-4-(2-((((9H-fluoren-9-yl)methoxy)carbonyl)amino)-3-oxo-3-((4-oxo-4-phenylbut-2-en-2-yl)oxy)propyl)-1H-imidazole-1-carboxylate